C(C)C1=C(C=C(C(=O)O)C=C1)S(NC1=C(C=CC(=C1)N1N=NN=C1)N1CCCCC1)(=O)=O 4-Ethyl-3-(N-(2-(piperidin-1-yl)-5-(tetrazol-1-yl)phenyl)sulfamoyl)benzoic acid